(R)-7-Fluoro-N-(7-(1-methyl-1H-pyrazol-4-yl)-5-(1-(pyrimidin-2-yl)-ethoxy)quinazolin-4-yl)benzo[d]isothiazol-6-amine FC1=C(C=CC=2C=NSC21)NC2=NC=NC1=CC(=CC(=C21)O[C@H](C)C2=NC=CC=N2)C=2C=NN(C2)C